P(=S)(=O)[NH-] THIOPHOSPHOAMIDE